S(=O)(=O)(O)O.N1(CCOCC1)C(=N)N.N1(CCOCC1)C(=N)N Morpholine-4-carboxamidine hemisulfate